N-(5-(5-ethyl-7-(ethylamino)-6-fluoro-1H-indazol-4-yl)pyrazolo[1,5-a]pyridin-2-yl)-2-fluorocyclopropane-1-carboxamide C(C)C=1C(=C2C=NNC2=C(C1F)NCC)C1=CC=2N(C=C1)N=C(C2)NC(=O)C2C(C2)F